1-methyl-2,6-bismethoxy-piperidine CN1C(CCCC1OC)OC